2-(3,8-diazabicyclo[3.2.1]octan-3-yl)-7-(thiazol-2-yl)-5-(trifluoro-methyl)benzo[d]oxazole C12CN(CC(CC1)N2)C=2OC1=C(N2)C=C(C=C1C=1SC=CN1)C(F)(F)F